7-((2S)-2-(1-cyclopropyl-1H-pyrazol-4-yl)-4-morpholinyl)-5-(2,4-difluorophenyl)-3-ethyl-2-methylpyrido[4,3-d]pyrimidin-4(3H)-one C1(CC1)N1N=CC(=C1)[C@H]1CN(CCO1)C1=CC=2N=C(N(C(C2C(=N1)C1=C(C=C(C=C1)F)F)=O)CC)C